2-(N-[4-amino-5-(4-benzyloxybenzoyl)thiazol-2-yl]-4-fluoro-anilino)propionamide NC=1N=C(SC1C(C1=CC=C(C=C1)OCC1=CC=CC=C1)=O)N(C1=CC=C(C=C1)F)C(C(=O)N)C